(3R)-3-{[2-(1-methyl-1H-pyrazol-4-yl)-7-(propane-2-sulfonyl)[1,2,4]triazolo[1,5-c]quinazolin-5-yl]amino}azepin-2-one CN1N=CC(=C1)C1=NN2C(=NC=3C(=CC=CC3C2=N1)S(=O)(=O)C(C)C)NC=1C(N=CC=CC1)=O